CC=1C=CC(=NC1)SC1=CC=C(C(=O)O)C=C1 4-[(5-methyl-2-pyridyl)sulfanyl]benzoic acid